CC1=CC=C(C=C1)S(=O)(=O)C(=[N+]=[N-])S(=O)(=O)C1=CC=C(C=C1)C bis(4-methylphenylsulfonyl)diazomethane